C(C(O)C)(=O)OCC(COC(C(O)C)=O)(COCC(COC(C(O)C)=O)(CO)CO)CO dipentaerythritol trilactate